methyl 4-chloro-7-fluoro-6-(1-(3-(thiazol-2-yl) propanoyl)-1,2,5,6-tetrahydropyridin-3-yl)-1H-indole-2-carboxylate ClC1=C2C=C(NC2=C(C(=C1)C=1CN(CCC1)C(CCC=1SC=CN1)=O)F)C(=O)OC